C(C)(C)(C)OC(=O)N([C@@H]1C=CC[C@H](C1)C(=O)OC)S(=O)(=O)C1=CC=C(C=C1)[N+](=O)[O-] methyl (1r,5s)-5-[tert-butoxycarbonyl-(4-nitrophenyl) sulfonyl-amino]-cyclohex-3-ene-1-carboxylate